4-((5-(2-(Benzyloxy)ethyl)-1-methyl-4-oxo-4,5-dihydro-1H-pyrrolo[3,2-c]pyridin-3-yl)amino)-6-(cyclopropanecarboxamido)-N-(methyl-d3)nicotinamide C(C1=CC=CC=C1)OCCN1C(C2=C(C=C1)N(C=C2NC2=CC(=NC=C2C(=O)NC([2H])([2H])[2H])NC(=O)C2CC2)C)=O